NC1=CC(=NN1C1=CC(=NC=C1)[C@H](CC=C)NC(=O)OC(C)(C)C)C(=O)OCC ethyl (S)-5-amino-1-(2-(1-((tert-butoxycarbonyl) amino) but-3-en-1-yl) pyridin-4-yl)-1H-pyrazole-3-carboxylate